C1(=CC=CC=C1)C1=CC(=CC2=CC=CC=C12)C1=CC=C(C=C1)NC=1C(=CC=CC1)C1=CC=CC=C1 N-{4-(4-phenylnaphthalen-2-yl)phenyl}-[1,1'-biphenyl]-2-amine